C(C1=CC=CC=C1)N([C@H]1C(N(CCCC1)C(=O)OC(C)(C)C)=C)CC1=CC=CC=C1 tert-butyl (R)-3-(dibenzylamino)-2-methyleneazepane-1-carboxylate